THIAZOLE-4-BORONIC ACID S1C=NC(=C1)B(O)O